O[C@H](COC=1C=C(C=CC1)S(=O)(=O)NC)CNC1COC2(C1)CCN(CC2)S(=O)(=O)C2=CC1=CC=CC=C1C=C2 3-((2S)-2-hydroxy-3-(8-(naphthalen-2-ylsulfonyl)-1-oxa-8-azaspiro[4.5]dec-3-ylamino)propoxy)-N-methylbenzenesulfonamide